(7-methyl-[1,2,4]triazolo[4,3-a]pyridin-3-yl)(4-(2-(trifluoromethyl)phenyl)piperidin-1-yl)methanone CC1=CC=2N(C=C1)C(=NN2)C(=O)N2CCC(CC2)C2=C(C=CC=C2)C(F)(F)F